FC=1C(=CC(=NC1)OC)C1=CC(=NN1)C(=O)N1C2(CC2)C[C@H](CC1)C(=O)NC1=CN2C=CC=C2C=C1 (S)-4-(5-(5-fluoro-2-methoxypyridin-4-yl)-1H-pyrazole-3-carbonyl)-N-((6r,8ar)-indolizin-6-yl)-4-azaspiro[2.5]Octane-7-carboxamide